C(#N)[C@]1(OC([C@H]([C@H]1O)O)(CO)C#N)C1=CC=C2C(=NC=NN21)C2=C(C(=O)N)C=CC=C2 (7-((2R,3R,4S)-2,5-dicyano-3,4-dihydroxy-5-(hydroxymethyl)tetrahydrofuran-2-yl)pyrrolo[2,1-f][1,2,4]triazin-4-yl)benzamide